C(C)(C)(C)[PH+](C(C)(C)C)C(C)(C)C Tri-tert.-butylphosphonium